FC=1C=C(C(=O)O)C=CC1N1CCC2(CC(C2)=O)CC1 3-Fluoro-4-(2-oxo-7-azaspiro[3.5]nonan-7-yl)benzoic acid